7-n-octylaminofluorane CCCCCCC(C)NF